N1N=CC=2C1=NC=CC2N2C[C@H](CC2)NC(=O)[C@H]2CCN(C1(CC1)C2)C(=O)C2=NNC(=C2)C2=CC(=NC=C2F)OC (S)-N-((S)-1-(1H-pyrazolo[3,4-b]pyridin-4-yl)pyrrolidin-3-yl)-4-(5-(5-fluoro-2-methoxypyridin-4-yl)-1H-pyrazole-3-carbonyl)-4-azaspiro[2.5]octane-7-carboxamide